(R)-N-(2-(difluoromethoxy)-4-(1-methyl-1H-pyrazol-4-yl)phenyl)-9-methyl-6-oxo-6,7,8,9-tetrahydropyrido[3',2':4,5]pyrrolo[1,2-a]pyrazine-2-carboxamide FC(OC1=C(C=CC(=C1)C=1C=NN(C1)C)NC(=O)C=1C=CC=2C=C3N([C@@H](CNC3=O)C)C2N1)F